tert-butyl ((R)-1-(((S)-1-((4-(N-((benzyloxy)carbonyl)carbamimidoyl)benzyl)amino)-3-(1H-imidazol-5-yl)-1-oxopropan-2-yl)amino)-1-oxo-4-phenylbutan-2-yl)carbamate C(C1=CC=CC=C1)OC(=O)NC(=N)C1=CC=C(CNC([C@H](CC2=CN=CN2)NC([C@@H](CCC2=CC=CC=C2)NC(OC(C)(C)C)=O)=O)=O)C=C1